C(CCCC)C1(CCCCC1)CCCCC Dipentylcyclohexan